21-hydroxyheneicosyl linoleate C(CCCCCCC\C=C/C\C=C/CCCCC)(=O)OCCCCCCCCCCCCCCCCCCCCCO